CN1C[C@@H](CC1)OC(C(C1=C(C=CC=C1)C=1OC=CN1)O)=O 2-hydroxy-2-(2-(oxazol-2-yl)phenyl)acetic acid-(R)-1-methylpyrrolidin-3-yl ester